C1(=CC=CC=C1)C=1C=C(C(=NC1)C#N)N1C[C@H](CC1)OC1=NC=C(C=C1)C(F)(F)F (S)-5-phenyl-3-(3-(5-(trifluoromethyl)pyridin-2-yloxy)pyrrolidin-1-yl)pyridinecarbonitrile